CNC(=O)C1=CC2=C(N(C(=N2)C)C2=CC3=C(NC(N3)=O)C=C2)C=C1 N,2-dimethyl-1-(2-oxo-1,3-dihydro-benzimidazol-5-yl)benzimidazole-5-carboxamide